tert-butyl 2-(methylthio)-4-(4-((2-(trimethylsilyl) ethoxy) carbonyl) piperazin-1-yl)-5,7-dihydro-6H-pyrrolo[3,4-d]pyrimidine-6-carboxylate CSC=1N=C(C2=C(N1)CN(C2)C(=O)OC(C)(C)C)N2CCN(CC2)C(=O)OCC[Si](C)(C)C